O1C(=CC=C1)C(=O)N1CCN(CC1)C1CC(N(C1)C1=CC=C(C=C1)I)=O 4-(4-(Furan-2-carbonyl)piperazin-1-yl)-1-(4-iodophenyl)pyrrolidin-2-one